C(C)C1=NN(C2=NC(=NC(=C21)NCC2=CC=C(C=C2)O)C2=CC=C(C(=O)[O-])C=C2)C 4-(3-Ethyl-4-((4-hydroxybenzyl)amino)-1-methyl-1H-pyrazolo[3,4-d]pyrimidin-6-yl)benzoate